(3s)-3-amino-1-(cyclopropylamino)heptane-2,2-diol N[C@H](C(CNC1CC1)(O)O)CCCC